[Br-].[NH4+].C(C)[N+]1=C(C=CC=C1)C=C.[Br-] N-ethyl-vinylpyridinium ammonium bromide